NCCOCCOCCNC(=O)CCC(=O)O 3-({2-[2-(2-aminoethoxy)ethoxy]ethyl}carbamoyl)propanoic acid